2-(1-hydroxycyclohexyl)-1-(piperidin-1-yl)ethan OC1(CCCCC1)CCN1CCCCC1